C(#N)C=1C=CC2=C(N(C=N2)C[C@@]2(C[C@]3(CN(C(C3=O)=O)C3=CC=C(C=N3)CP(OCC)([O-])=O)CCC2)C)C1 Ethyl (6-((5S,7S)-7-((6-cyano-1H-benzo[d]imidazol-1-yl)methyl)-7-methyl-2-oxo-1-oxo-3-azaspiro[4.5]dec-3-yl)pyridin-3-yl)(methyl)phosphonate